C(C)(=O)OC[C@H](NC([C@@H](NC(=O)C=1N=C(SC1)C1=CC=C(C=C1)CNC(CCNC(=O)OC(C)(C)C)=O)CO[Si](C)(C)C(C)(C)C)=O)C(=O)OC methyl O-acetyl-N-(N-(2-(4-((3-((tert-butoxycarbonyl)amino)propanamido)methyl)phenyl)thiazole-4-carbonyl)-O-(tert-butyldimethylsilyl)-L-seryl)-L-serinate